6-Chloro-N-((4-phenylpiperidin-4-yl)methyl)-2-(trifluoromethyl)quinolin-4-amine ClC=1C=C2C(=CC(=NC2=CC1)C(F)(F)F)NCC1(CCNCC1)C1=CC=CC=C1